CS(=O)(=O)C1=C(C=C(OCCN2CCC3(CC2)C(NC2=CC=C(C=C23)C#N)=O)C=C1C)C 1'-[2-(4-methanesulfonyl-3,5-dimethylphenoxy)ethyl]-2-oxo-1,2-dihydrospiro[indole-3,4'-piperidine]-5-carbonitrile